C1(=CC=CC=C1)N1C(C=C(C2=C1N=C(N=C2)NC2=CC1=C(CCNCC1)C=C2)C#C[Si](C(C)C)(C(C)C)C(C)C)=O 8-phenyl-2-(2,3,4,5-tetrahydro-1H-3-benzazepin-7-ylamino)-5-[2-(triisopropylsilyl)ethynyl]pyrido[2,3-d]pyrimidin-7-one